[(2R,3R,4R,5R)-4-fluoro-3-hydroxy-4-methyl-5-[6-(methylamino)-2-(2-methylpropanamido)purin-9-yl]oxolan-2-yl]methyl 2-cyclohexylacetate C1(CCCCC1)CC(=O)OC[C@H]1O[C@H]([C@]([C@@H]1O)(C)F)N1C2=NC(=NC(=C2N=C1)NC)NC(C(C)C)=O